C(#N)N=C(NCC=1C=C2C(N3C(=NC2=CC1)C(C1=CC(=CC=C13)F)=O)=O)N 2-cyano-1-((8-fluoro-6,12-dioxo-6,12-dihydroindolo[2,1-b]quinazolin-2-yl)methyl)guanidine